C(C)(C)(C)OC(=O)N1N=C(C(=C1C(C)(C)C)B1OC(C(O1)(C)C)(C)C)C tert-butyl-3-methyl-4-(4,4,5,5-tetramethyl-1,3,2-dioxaborolane-2-yl)-1H-pyrazole-1-carboxylic acid Tert-butyl ester